COC([C@H](CC12CC(C1)(C2)I)NC(=O)OC(C)(C)C)=O.F[SiH2]F Difluorosilane methyl-(2S)-2-(tert-butoxycarbonylamino)-3-(3-iodo-1-bicyclo[1.1.1]pentanyl)propanoate